CN1CC2=CC=CC(NC3=NC=CC(C=4C=CC=C(OCC/C=C/C1)C4)=N3)=C2 (16E)-14-methyl-20-oxa-5,7,14,27-tetraazatetracyclo[19.3.1.12,6.18,12]heptacosa-1(25),2(27),3,5,8(26),9,11,16,21,23-decaene